NC1=C(C(=NN1CCO)/C(=C/C1=CC(=CC=C1)OC1=NC(=NC(=N1)OC)N1CCCCC1)/C#N)C#N 5-amino-3-[(Z)-1-cyano-2-[3-[(4-methoxy-6-piperidin-1-yl-1,3,5-triazin-2-yl)oxy]phenyl]ethenyl]-1-(2-hydroxyethyl)pyrazole-4-carbonitrile